[Br-].C(C)OC(CC[P+](C1=CC=CC=C1)(C1=CC=CC=C1)C1=CC=CC=C1)=O (3-ethoxy-3-oxopropyl)triphenylphosphonium bromide